2,3-dihydro-1H-inden-2-yl 6-(naphthalen-2-yl)imidazo[2,1-b]oxazole-5-carboxylate C1=C(C=CC2=CC=CC=C12)C=1N=C2OC=CN2C1C(=O)OC1CC2=CC=CC=C2C1